2-(4-methylpiperazin-1-yl)butanoic acid lithium [Li].CN1CCN(CC1)C(C(=O)O)CC